C(C1=CC=CC=C1)O[C@@H]1[C@H]([C@@H](O)O[C@@H]([C@@H]1OCC1=CC=CC=C1)C(=O)O)O 3,4-di-O-Benzyl-α-D-galactopyranuronic acid